N-(2-fluorophenyl)sulfenyl-succinimide FC1=C(C=CC=C1)SN1C(CCC1=O)=O